7,12-dihydro-9-methyl-indolo[3,2-d][1]-benzazepin-6(5H)-one CC=1C=C2C(=CC1)NC1=C2CC(NC2=C1C=CC=C2)=O